C(C)C1NC(C2=CC=C(C=C12)C1=NC=NC(=C1)NCCN1C(=CC2=C(C=CC(=C12)F)C)C)=O 3-Ethyl-5-{6-[2-(7-fluoro-2,4-dimethyl-indol-1-yl)-ethylamino]-pyrimidin-4-yl}-2,3-dihydro-isoindol-1-one